C(C)N1C=C(C(C2=CC=CC=C12)=O)S(=O)(=O)Cl 1-ethyl-4-oxo-1,4-dihydroquinoline-3-sulfonyl chloride